N1=CC(=CC=C1)CN1[C@H]2CC(C[C@@H]1CC2)CC2=CC=1N(C=C2)N=CC1N1C(NC(CC1)=O)=O 1-(5-(((1R,5S)-8-(pyridin-3-ylmethyl)-8-azabicyclo[3.2.1]octan-3-yl)methyl)pyrazolo[1,5-a]pyridin-3-yl)dihydropyrimidine-2,4(1H,3H)-dione